O=C1N(C(C2=CC=CC=C12)=O)[C@@H](CNCC=1C=NN(C1)C1=NC=C(C#N)C(=C1)C)C=1C(=C2COC(C2=CC1)=O)C (R)-6-(4-(((2-(1,3-dioxoisoindolin-2-yl)-2-(4-methyl-1-oxO-1,3-dihydroisobenzofuran-5-yl)ethyl)amino)methyl)-1H-pyrazol-1-yl)-4-methylnicotinonitrile